(4,8-di-n-butoxy-1-naphthyl)dibutylsulfonium C(CCC)OC1=CC=C(C2=C(C=CC=C12)OCCCC)[S+](CCCC)CCCC